3-bromo-2-([1,4-dioxaspiro[4.5]decan-8-yloxy]methyl)pyridine BrC=1C(=NC=CC1)COC1CCC2(OCCO2)CC1